ACRYLOYL-SULFOLANE C(C=C)(=O)C1S(=O)(=O)CCC1